1-(4-(6-chloro-2-(dimethylamino)-8-fluoro-7-(3-hydroxynaphthalen-1-yl)quinazolin-4-yl)piperazin-1-yl)prop-2-en-1-one ClC=1C=C2C(=NC(=NC2=C(C1C1=CC(=CC2=CC=CC=C12)O)F)N(C)C)N1CCN(CC1)C(C=C)=O